(2S,4R)-1-((S)-14-Amino-2-(tert-butyl)-4-oxo-6,9,12-trioxa-3-azatetradecan-1-oyl)-4-hydroxy-N-(4-(4-methylthiazol-5-yl)benzyl)pyrrolidine-2-carboxamide hydrochloride salt Cl.NCCOCCOCCOCC(N[C@H](C(=O)N1[C@@H](C[C@H](C1)O)C(=O)NCC1=CC=C(C=C1)C1=C(N=CS1)C)C(C)(C)C)=O